ethyl 5-(3-fluoro-5-((1,1,1-trifluoro-2-methylpropan-2-yl) oxy) phenyl)-1-(2-(trifluoromethyl) pyrimidin-5-yl)-1H-pyrazole-3-carboxylate FC=1C=C(C=C(C1)OC(C(F)(F)F)(C)C)C1=CC(=NN1C=1C=NC(=NC1)C(F)(F)F)C(=O)OCC